1-((2-(1,3-dioxolan-2-yl)-6-(methylamino)pyridin-3-yl)methyl)-4-methylpiperazin-2-one O1C(OCC1)C1=NC(=CC=C1CN1C(CN(CC1)C)=O)NC